2-(6-(Difluoromethyl)pyridin-3-yl)-N-methylpyrimidin-4-amine FC(C1=CC=C(C=N1)C1=NC=CC(=N1)NC)F